BrC1=C(C=C(C=C1)[N+](=O)[O-])OCCOC 1-bromo-2-(2-methoxyethoxy)-4-nitrobenzene